(S)-2-chloro-1-(7-(4-fluorobenzyl)-2-(isopropoxymethyl)-2,3-dihydro-1H-pyrido[2,3-b][1,4]oxazin-1-yl)ethan-1-one ClCC(=O)N1C2=C(OC[C@@H]1COC(C)C)N=CC(=C2)CC2=CC=C(C=C2)F